sulfamic acid (2R,4R)-2-(4-(2-(tert-butyl)phenyl)piperidin-1-carbonyl)-4-hydroxypyrrolidine-1-carboxylate C(C)(C)(C)C1=C(C=CC=C1)C1CCN(CC1)C(=O)[C@@H]1N(C[C@@H](C1)O)C(=O)O.S(N)(O)(=O)=O